3,3-dimethyl-octane CC(CC)(CCCCC)C